2-(3-methylisoxazol-5-yl)phenol CC1=NOC(=C1)C1=C(C=CC=C1)O